8-(3-Chlorobenzyloxy)caffeine ClC=1C=C(COC2=NC=3N(C(N(C)C(C3N2C)=O)=O)C)C=CC1